2'-({1-[5-(Hydroxymethyl)pyridin-3-ylsulfonyl]piperidin-4-yl}amino)-7'-[(1S,3S)-3-(oxan-2-yloxy)cyclohexyl]spiro[cyclopropane-1,5'-pyrrolo[2,3-d]pyrimidin]-6'-one OCC=1C=C(C=NC1)S(=O)(=O)N1CCC(CC1)NC=1N=CC2=C(N1)N(C(C21CC1)=O)[C@@H]1C[C@H](CCC1)OC1OCCCC1